((1R,3s)-3-(2-((S)-1-aminoethyl)-4-fluorophenoxy)cyclobutyl)carbamic acid tert-butyl ester C(C)(C)(C)OC(NC1CC(C1)OC1=C(C=C(C=C1)F)[C@@H](C)N)=O